(cyclohexyloxy)-2,2-difluoro-7-(trifluoromethylsulfanyl)-2,3-dihydro-1H-inden-1-one C1(CCCCC1)OC1C(C(C2=C(C=CC=C12)SC(F)(F)F)=O)(F)F